C(C=C)N1N(C2=NC(=NC=C2C1=O)NC1=CC(=CC=C1)C([2H])([2H])[2H])C1=NC(=CC=C1)OC1CCNCC1 2-allyl-6-((3-(methyl-d3)phenyl)amino)-1-(6-(piperidin-4-yloxy)pyridin-2-yl)-1,2-dihydro-3H-pyrazolo[3,4-d]pyrimidin-3-one